1-(3-chloro-2-fluorobenzyl)-6-methyl-5-nitroisoquinoline ClC=1C(=C(CC2=NC=CC3=C(C(=CC=C23)C)[N+](=O)[O-])C=CC1)F